O=S1(CC(C=C1)NC(=O)C=1C(NC2=CC(=CC=C2C1)C(C)C)=O)=O N-(1,1-dioxo-2,3-dihydrothiophen-3-yl)-7-isopropyl-2-oxo-1,2-dihydroquinoline-3-carboxamide